1,4-bis(phenyl)benzene C1(=CC=CC=C1)C1=CC=C(C=C1)C1=CC=CC=C1